(R)-3-amino-1-naphthyl-2-nitro-9,10-dihydrophenanthrene-4-carbonitrile NC=1C=C(C2=CC=CC=C2C1)C1=C(C=C(C=2C3=CC=CC=C3CCC12)C#N)[N+](=O)[O-]